ClC1=C(C=CC2=C1C(=N[C@H](C=1N2N=C(N1)C(=O)N1CC2(C1)OCCC2)C)C2=C(C=CC=C2F)F)Cl [(4S)-7,8-dichloro-6-(2,6-difluorophenyl)-4-methyl-4H-[1,2,4]triazolo[1,5-a][1,4]benzodiazepin-2-yl]-(5-oxa-2-azaspiro[3.4]octan-2-yl)methanone